CC1(C(=O)OC(CC1)=O)C 2,2-dimethyl-glutaric anhydride